ClC1=CC=C(CN2C[C@H](CCC2)N)C=C1 (S)-1-(4-chlorobenzyl)piperidin-3-amine